(S)-N-((R)-(1,4-dimethyl-1H-pyrazol-3-yl)(1-methylcyclopentyl)methyl)-2-methylpropan-2-sulfinamide CN1N=C(C(=C1)C)[C@H](N[S@@](=O)C(C)(C)C)C1(CCCC1)C